5-amino-N3-(5-(2-(4-ethoxyphenyl)acetamido)-2-fluoropyridin-3-yl)-1-isopropyl-1H-pyrazole-3,4-dicarboxamide NC1=C(C(=NN1C(C)C)C(=O)NC=1C(=NC=C(C1)NC(CC1=CC=C(C=C1)OCC)=O)F)C(=O)N